(tert-butyl)diphenylsilane C(C)(C)(C)[SiH](C1=CC=CC=C1)C1=CC=CC=C1